C(C)P(C(C1=C(C=C(C=C1C)C)C)=O)=O ethyl-2,4,6-trimethylbenzoyl-phosphine oxide